[Si](C1=CC=CC=C1)(C1=CC=CC=C1)(C(C)(C)C)OC[C@H]1N(CC(CC1)(C)O)C(=O)OC(C)(C)C tert-butyl (2S)-2-[[tert-butyl(diphenyl)silyl]oxymethyl]-5-hydroxy-5-methyl-piperidine-1-carboxylate